C(C)(=O)NC=1C=C(C=CC1)N1CC2(CN(C2)C=2C(=C(C(=O)OC)C=CC2)N)C1 Methyl 3-(6-(3-acetylaminophenyl)-2,6-diazaspiro[3.3]heptan-2-yl)-2-aminobenzoate